iron-copper-nickel-tin [Sn].[Ni].[Cu].[Fe]